7-(2,6-difluoro-3,5-dimethoxyphenyl)-2-[(3-fluoroazetidin-1-yl)methyl]-9,9-dimethyl-3,6,7,9-tetrahydro-8H-pyrrolo[2,3-c]-2,7-naphthyridin-8-one FC1=C(C(=C(C=C1OC)OC)F)N1C(C(C=2C3=C(N=CC2C1)NC(=C3)CN3CC(C3)F)(C)C)=O